(S)-N-(2-((2-((4-((4-amino-2-butyl-1H-imidazo[4,5-c]quinolin-1-yl)oxy)butyl)amino)-3,4-dioxocyclobut-1-en-1-yl)amino)ethyl)-2-(4-isobutylphenyl)propanamide NC1=NC=2C=CC=CC2C2=C1N=C(N2OCCCCNC2=C(C(C2=O)=O)NCCNC([C@@H](C)C2=CC=C(C=C2)CC(C)C)=O)CCCC